[Na].ClCC(=O)N1CC(C2=C1C=C(C=1N2N=CN1)CC1=CC=C(C=C1)F)(C)C 2-chloro-1-(4-(4-fluorobenzyl)-8,8-dimethyl-7,8-dihydro-6H-pyrrolo[2,3-e][1,2,4]triazolo[1,5-a]pyridin-6-yl)ethan-1-one Sodium